3-{[3-(dibenzylamino)pyrrolidin-1-yl]methyl}oxetan-3-ol C(C1=CC=CC=C1)N(C1CN(CC1)CC1(COC1)O)CC1=CC=CC=C1